5-methoxy-3'-(2-methylbenzoyl)-1-{[3-(trifluoromethyl)phenyl]methyl}-1,2-dihydrospiro[indole-3,2'-[1,3]thiazolidine]-2-one COC=1C=C2C(=CC1)N(C(C21SCCN1C(C1=C(C=CC=C1)C)=O)=O)CC1=CC(=CC=C1)C(F)(F)F